COCC1C(OC(C1)=O)=O 3-(methoxymethyl)oxolane-2,5-dione